4-(2,3-dihydro-1,4-benzodioxin-6-yloxy)piperidine O1CCOC2=C1C=CC(=C2)OC2CCNCC2